C(C)(=O)O.N1CCOCC1 morpholine Acetate